(4-bromophenyl)-1-(1-methylazetidin-3-yl)-4-(trifluoromethyl)-1H-imidazole BrC1=CC=C(C=C1)C=1N(C=C(N1)C(F)(F)F)C1CN(C1)C